N-allyl-6-(1-(3-chloropyridin-2-yl)-3-methoxy-1H-pyrazole-5-carboxamido)-5-methylpyrazolo[1,5-a]pyridine-7-carboxamide C(C=C)NC(=O)C1=C(C(=CC=2N1N=CC2)C)NC(=O)C2=CC(=NN2C2=NC=CC=C2Cl)OC